1-((1H-indol-5-yl)sulfonyl)-N-(3-fluoro-4-methoxyphenyl)-1H-pyrrole-3-carboxamide N1C=CC2=CC(=CC=C12)S(=O)(=O)N1C=C(C=C1)C(=O)NC1=CC(=C(C=C1)OC)F